C(C1=CC=CC=C1)OC=1C2=C(N=C(N1)SC)CC1(OC2)CCCC2=C(C=C(C=C21)Br)Cl 4'-(benzyloxy)-7-bromo-5-chloro-2'-(methylthio)-3,4,5',8'-tetrahydro-2H-spiro[naphthalene-1,7'-pyrano[4,3-d]pyrimidine]